6-Fluoro-3-methylindoline-3-carboxylic acid methyl ester COC(=O)C1(CNC2=CC(=CC=C12)F)C